N1C=CC=2C1=NC=CC2C(C)OC=2C=C1C(=NNC1=CC2)C=2C=CC(=NC2)N2C[C@H]1CC[C@@H](C2)N1C(=O)N(C)C (1R,5S)-3-(5-(5-(1-(1H-pyrrolo[2,3-b]pyridin-4-yl)ethoxy)-1H-indazol-3-yl)pyridin-2-yl)-N,N-dimethyl-3,8-diazabicyclo[3.2.1]octane-8-carboxamide